P(=O)(OCCCC)(O[Si](C)(C)C)O[Si](C)(C)C butyl bis(trimethylsilyl) phosphate